The molecule is a methyl-branched fatty acyl-CoA obtained from the formal condensation of the thiol group of coenzyme A with the carboxy group of 3-oxoisopentadecanoic acid. It is a methyl-branched fatty acyl-CoA, an 11,12-saturated fatty acyl-CoA and a long-chain 3-oxo-fatty acyl-CoA. It is a conjugate acid of a 3-oxoisopentadecanoyl-CoA(4-). CC(C)CCCCCCCCCC(=O)CC(=O)SCCNC(=O)CCNC(=O)[C@@H](C(C)(C)COP(=O)(O)OP(=O)(O)OC[C@@H]1[C@H]([C@H]([C@@H](O1)N2C=NC3=C(N=CN=C32)N)O)OP(=O)(O)O)O